O[C@@H](CCOS(=O)(=O)C1=CC=C(C=C1)C)C [(3R)-3-Hydroxybutyl]4-methylbenzenesulfonate